NC1=C(C(=NN1C1COCC1)C1=CC=C(C=C1)CC(=O)NC1=CC(=NO1)CC(C)(C)C)C(=O)N 5-Amino-3-(4-(2-((3-neopentylisoxazol-5-yl)amino)-2-oxoethyl)phenyl)-1-(tetrahydrofuran-3-yl)-1H-pyrazole-4-carboxamide